(E)-N-(2-morpholino-6-(2-(pyridin-2-yl)ethoxy)-9H-purin-9-yl)-1-(m-tolyl)methanimine O1CCN(CC1)C1=NC(=C2N=CN(C2=N1)/N=C/C=1C=C(C=CC1)C)OCCC1=NC=CC=C1